N,N-dibutylhydrazine C(CCC)N(N)CCCC